Cl.C[C@]1(NCCC1)C(=O)OC Methyl (R)-2-methylpyrrolidine-2-carboxylate hydrochloride